OC[C@@H]1C[C@]2(CN1C(=O)OC(C)(C)C)C1=C(NC(O2)=O)C=CC=C1 t-butyl (4R,5'S)-5'-(hydroxymethyl)-2-oxo-1,2-dihydrospiro[benzo[d][1,3]oxazine-4,3'-pyrrolidine]-1'-carboxylate